methyl 2-cyano-4-[(3S)-3,4-dihydroxybutyl]benzoate C(#N)C1=C(C(=O)OC)C=CC(=C1)CC[C@@H](CO)O